2-(benzo[b]thiophen-2-yl)-4-chloro-6-phenyl-1,3,5-triazine S1C2=C(C=C1C1=NC(=NC(=N1)Cl)C1=CC=CC=C1)C=CC=C2